(E)-benzenesulfonyl-4-bromo-2-nitroaniline C1(=CC=CC=C1)S(=O)(=O)NC1=C(C=C(C=C1)Br)[N+](=O)[O-]